C=[Mn] methylen-manganese